((S)-4-(4-amino-6-(6-ethynyl-4-methylpyridin-3-yl)-7-methyl-7H-pyrrolo[2,3-d]pyrimidin-5-yl)cyclohex-3-en-1-yl)((R)-2-methylpyrrolidin-1-yl)methanone NC=1C2=C(N=CN1)N(C(=C2C2=CC[C@H](CC2)C(=O)N2[C@@H](CCC2)C)C=2C=NC(=CC2C)C#C)C